COC(=O)C=1C(=CC=CC1)C1=CC(=C(C=C1)C)OCC1=NC=CC=C1C 4'-methyl-3'-((3-methylpyridin-2-yl)methoxy)-[1,1'-biphenyl]-2-carboxylic acid methyl ester